(12-(pyridin-2-yl)-1,4-dioxadispiro[4.0.46.45]tetradecan-12-yl)methanol N1=C(C=CC=C1)C1(CC2(C3(OCCO3)CC1)CCCC2)CO